tert-butyl (R)-3-(2-hydroxyethyl)piperazine-1-carboxylate OCC[C@@H]1CN(CCN1)C(=O)OC(C)(C)C